2-(2-ethoxypyridin-3-yl)-1'-[4-methoxy-3-(trifluoromethyl)pyridin-2-yl]-7-[[(2R)-pyrrolidin-2-yl]methyl]spiro[6,8-dihydro-1,7-naphthyridine-5,4'-piperidine] C(C)OC1=NC=CC=C1C1=NC=2CN(CC3(CCN(CC3)C3=NC=CC(=C3C(F)(F)F)OC)C2C=C1)C[C@@H]1NCCC1